methyl 3-(4-bromothiazol-2-yl)-1-tosyl-1H-pyrrolo[2,3-b]pyridine-5-carboxylate BrC=1N=C(SC1)C1=CN(C2=NC=C(C=C21)C(=O)OC)S(=O)(=O)C2=CC=C(C)C=C2